5,6,7,8-tetrahydronaphthalen-2-ol C1=C(C=CC=2CCCCC12)O